C1(=CC=CC=C1)C1CN(CC1)C1=NN=C(O1)C(=O)OCC ethyl 5-(3-phenylpyrrolidin-1-yl)-1,3,4-oxadiazole-2-carboxylate